8-(2-fluoro-4-nitrophenoxy)imidazo[1,2-a]pyridine FC1=C(OC=2C=3N(C=CC2)C=CN3)C=CC(=C1)[N+](=O)[O-]